O=C1N(C(=NC2=NC=CN=C12)SCC(=O)NC=1SC=CN1)[C@@H](C)C1=CC=CC=C1 (S)-2-((4-Oxo-3-(1-phenylethyl)-3,4-dihydropteridin-2-yl)-thio)-N-(thiazol-2-yl)acetamide